3,5-dichloro-2-sulfanyl-benzonitrile ClC=1C(=C(C#N)C=C(C1)Cl)S